N(=NCCCCCCCCC)CCCCCCCCC azononane